N=1N=C(N2C1C=CC=C2)[C@@H]2C[C@@H](CCC2)NC2=NC=C(C(=N2)OC(C)C)C(F)(F)F N-((1R,3S)-3-([1,2,4]triazolo[4,3-a]pyridin-3-yl)cyclohexyl)-4-isopropoxy-5-(trifluoromethyl)pyrimidin-2-amine